(6-(4-(3H-imidazo[4,5-b]pyridin-7-yl)-1H-pyrazol-1-yl)pyridin-3-yl)-N-cyclopropyl-5,5,5-trifluoropentanamide N1=CNC2=NC=CC(=C21)C=2C=NN(C2)C2=CC=C(C=N2)C(C(=O)NC2CC2)CCC(F)(F)F